C(C)(C)(C)C1=C(C=CC=C1)SC1(CC=C(C(=O)C2=CC=CC=C2)C=C1)SC1=C(C=CC=C1)C(C)(C)C 4,4-bis(tert-butylphenylthio)benzophenone